Ethyl-2,3-dihydropyridazine-4-carboxylate C(C)OC(=O)C=1CNN=CC1